bis((7-(4-(4-(benzo[b]thiophen-4-yl)piperazin-1-yl)butoxy)quinolin-2-yloxy)methyl)adipate S1C2=C(C=C1)C(=CC=C2)N2CCN(CC2)CCCCOC2=CC=C1C=CC(=NC1=C2)OCOC(CCCCC(=O)OCOC2=NC1=CC(=CC=C1C=C2)OCCCCN2CCN(CC2)C2=CC=CC=1SC=CC12)=O